(2S)-1-{[2-(2-Methylbiphenyl-3-yl)-1,3-benzoxazol-5-yl]methyl}piperidin CC1=C(C=CC=C1C=1OC2=C(N1)C=C(C=C2)CN2CCCCC2)C2=CC=CC=C2